phenanthro[9,10-d]Thiazole-2-ylboronic acid S1C(=NC2=C1C=1C=CC=CC1C=1C=CC=CC12)B(O)O